1,3-thiazine-5-carboxylate S1CN=CC(=C1)C(=O)[O-]